o-difluorobenzoyl-dihydropyrimidine FC1(C(=O)N2CN=CC=C2)C(C=CC=C1)F